C(C1=CC=CC=C1)OC1=NC(=CC=C1C=1C=NC(=NC1)N1CCCCC1)OCC1=CC=CC=C1 1-(5-(2,6-bis(benzyloxy)pyridin-3-yl)pyrimidin-2-yl)piperidin